F[B-](F)(F)F.C(CCC)C1[N+](=CN(C1CCCC)C1=C(C(=C(C=C1)C)C)C)C1=C(C(=C(C=C1)C)C)C 4,5-dibutyl-1,3-bis(trimethylphenyl)-4,5-dihydro-1H-imidazolium tetrafluoroborate